C(C)(C)(C)SC=1C(=C(C=CC1)C1=NC=CC=C1)Cl 2-(3-(tert-butylsulfanyl)-2-chlorophenyl)pyridine